dicoumarin C1=CC=C2C(=C1)C(=C(C(=O)O2)CC3=C(C4=CC=CC=C4OC3=O)O)O